C(C)(C)C=1C(=NNC1C=1C=C(C=2N(C1)N=CN2)C)C=2C=C1C=CN=CC1=CC2 6-(4-isopropyl-5-(8-methyl-[1,2,4]triazolo[1,5-a]pyridin-6-yl)-1H-pyrazol-3-yl)isoquinoline